3'-chloro-4'-(2-chloro-3-(5-formyl-6-methoxypyridin-2-yl)phenyl)-6-methoxy-[2,2'-bipyridine]-5-carbaldehyde ClC=1C(=NC=CC1C1=C(C(=CC=C1)C1=NC(=C(C=C1)C=O)OC)Cl)C1=NC(=C(C=C1)C=O)OC